COC(=O)C=1SC=C(C1C(=O)OC)NC(=O)NC1=C(C=C(C(=C1)OCC=1C=CC=C2C=CC=NC12)OC)F 4-(3-(2-fluoro-4-methoxy-5-(quinolin-8-ylmethoxy)phenyl)ureido)thiophene-2,3-dicarboxylic acid dimethyl ester